CC1=CC=CC(=N1)NC1=NC=NC(=C1)NC=1C(=NC=CC1)S(=O)(=O)C N4-(6-methylpyridin-2-yl)-N6-(2-(methylsulfonyl)pyridin-3-yl)pyrimidine-4,6-diamine